ClC1=C(C=CC=C1)CN1C([C@@]2(N(C(N(C(C2)=O)C2=C(C=C(C=C2F)C#CC2=CC=CC=C2)F)=O)CC1)C)=O |r| (9aRS)-2-[(2-chlorophenyl)methyl]-7-[2,6-difluoro-4-(2-phenylethynyl)phenyl]-9a-methyl-4,9-dihydro-3H-pyrazino[1,2-c]pyrimidine-1,6,8-trione